methyl (5S)-3-((2-((S)-amino(4,4-difluorocyclohexyl)methyl)imidazo[1,2-b]pyridazin-6-yl)methyl)-2-oxo-5-(trifluoromethyl)pyrrolidine-3-carboxylate N[C@H](C=1N=C2N(N=C(C=C2)CC2(C(N[C@@H](C2)C(F)(F)F)=O)C(=O)OC)C1)C1CCC(CC1)(F)F